(RS)-1-[9-(2-hydroxyethyl)-8,9-dihydro-7H-thiazolo[4',5':3,4]benz[1,2-b][1,4]oxazin-2-yl]-5-(prop-1-yn-1-yl)imidazolidin-2-one OCCN1C=2C(OCC1)=CC=C1C2N=C(S1)N1C(NC[C@H]1C#CC)=O |r|